CC1N(C(CN(C1)C)C)S(=O)(=O)N 2,4,6-trimethylpiperazin-1-sulfonamid